C(C)(C)(C)N(C(O)=O)[C@@H](COCCO)C1=CC=C(C=C1)C1=C(N=CS1)C.ClC=1C=NC(=NC1)OC1=C2C=CC(=NC2=CC=C1)C(F)(F)F 5-(5-chloropyrimidin-2-yl)oxy-2-(trifluoromethyl)quinoline tert-butyl-(R)-(2-(2-hydroxyethoxy)-1-(4-(4-methylthiazol-5-yl)phenyl)ethyl)carbamate